[Cu].[Si].[Ti] titanium-silicon-copper